[Cu]=[Se].[Zn] Zinc copper selenide